(S)-1-[2-(1-Methyl-1H-pyrazolo[3,4-b]pyridine-3-yl)phenyl]-2-(pyridin-2-yl)ethan-1-amine hydrochloride Hydrogen chloride Cl.Cl.CN1N=C(C=2C1=NC=CC2)C2=C(C=CC=C2)[C@H](CC2=NC=CC=C2)N